acryloyloxyethylphenyl-2-bromoethyl-phosphoric acid C(C=C)(=O)OCCC(COP(O)(O)=O)(Br)C1=CC=CC=C1